CC1=NN=C(O1)C1=CC=C(C(=O)NC=2C=CC=C3C(=CC=NC23)C=2C=NN(C2)CC(F)(F)F)C=C1 4-(5-methyl-1,3,4-oxadiazol-2-yl)-N-(4-(1-(2,2,2-trifluoroethyl)-1H-pyrazol-4-yl)quinolin-8-yl)benzamide